tert-butyl 2-(((1r,4r)-4-((3-fluorophenyl-carbamoyloxy)methyl)cyclohexyl)methoxy)acetate FC=1C=C(C=CC1)NC(=O)OCC1CCC(CC1)COCC(=O)OC(C)(C)C